OC[C@@H](C)NC1=NC(=CC(=C1)C=1C=C(C=CC1C)NC(=O)N1CC(=CC1)C(F)(F)F)N1CCOCC1 N-[3-(2-[[(2R)-1-hydroxypropan-2-yl]amino]-6-(morpholin-4-yl)pyridin-4-yl)-4-methylphenyl]-3-(trifluoromethyl)-2,5-dihydropyrrole-1-carboxamide